COC1=C(C=C(C=C1)COC1OCCCC1)C1=CC(=NC=C1C(=O)O)C 4-(2-methoxy-5-(((tetrahydro-2H-pyran-2-yl)oxy)methyl)phenyl)-6-methylnicotinic acid